1-isopropyl-3-methyl-8-(6-(((1-methylpiperidin-3-yl)oxy)methyl)pyridin-3-yl)-1H-imidazo[4,5-c]cinnolin-2(3H)-one C(C)(C)N1C(N(C=2N=NC=3C=CC(=CC3C21)C=2C=NC(=CC2)COC2CN(CCC2)C)C)=O